N-2-propylheptyl-acrylamide CC(C)NC(C(=C)CCCCCCC)=O